[N+](=O)([O-])C1=CC=2N(C3=CC=C(C=C3C2C=C1)[N+](=O)[O-])CC 2,6-dinitro-N-ethyl-carbazole